trans-8-((4-((4-fluoro-2-methylphenyl)(((R)-tetrahydrofuran-3-yl)methyl)amino)cyclohexyl)(methyl)amino)-5-methyl-6-oxo-5,6-dihydro-1,5-naphthyridine-2,7-dicarbonitrile FC1=CC(=C(C=C1)N([C@@H]1CC[C@H](CC1)N(C1=C(C(N(C=2C=CC(=NC12)C#N)C)=O)C#N)C)C[C@@H]1COCC1)C